1-chloro-8-(dibenzo[b,d]thiophen-1-yl)dibenzo[b,d]furan ClC1=CC=CC=2OC3=C(C21)C=C(C=C3)C3=CC=CC=2SC1=C(C23)C=CC=C1